N,N-bis(4-cyclohexylphenyl)-9,9-dimethyl-9H-fluorene-2-amine C1(CCCCC1)C1=CC=C(C=C1)N(C1=CC=2C(C3=CC=CC=C3C2C=C1)(C)C)C1=CC=C(C=C1)C1CCCCC1